CC(CCO)C=C=CCC 3-methylocta-4,5-dien-1-ol